ClC=1C=C(C=CC1C)C(C(=O)NCC=1C=C2CN(C(C2=CC1)=O)C1C(NC(CC1)=O)=O)(F)F 2-(3-chloro-4-methylphenyl)-N-((2-(2,6-dioxopiperidin-3-yl)-1-oxoisoindol-5-yl)methyl)-2,2-difluoroacetamide